Isobutyl N,N-dipentylaminoacetate C(CCCC)N(CCCCC)CC(=O)OCC(C)C